Fluorosulfat S(=O)(=O)([O-])F